4-[3-(2,4-dioxo-1,3-diazin-1-yl)-1-methylindol-6-yl]piperidine-1-carboxylic acid tert-butyl ester C(C)(C)(C)OC(=O)N1CCC(CC1)C1=CC=C2C(=CN(C2=C1)C)N1C(NC(C=C1)=O)=O